BrC=1C=C(C=C2C=C(C=NC12)C(=O)OC)OC methyl 8-bromo-6-methoxyquinoline-3-carboxylate